CN1N=C2C=CC(=CC2=C1)C1=CC2=C(N=C(S2)C=2CCNCCC2)C=C1 6-(2-methyl-2H-indazol-5-yl)-2-(2,3,6,7-tetrahydro-1H-azepin-4-yl)-1,3-benzothiazole